C(CCCCCCC\C=C/CC=CCCCCC)(=O)O.C(C=CC)(=O)C1C(=CC(CC1(C)CC)CC(=O)O)C.[Si](C)(C)(C(C)(C)C)OCC1=CC=C(C=N1)CO (6-(((tert-butyldimethylsilyl)oxy)methyl)pyridin-3-yl)methanol 4-(but-2-enoyl)-5-ethyl-3,5-dimethylcyclohex-2-en-1-yl-acetate cis-9,12-octadecandienoate